(1R,2S,5S)-3-(7-fluoro-1H-indole-2-carbonyl)-N-((S)-1-hydroxy-3-((S)-2-oxopyrrolidin-3-yl)propan-2-yl)-6,6-dimethyl-3-azabicyclo[3.1.0]hexane-2-carboxamide FC=1C=CC=C2C=C(NC12)C(=O)N1[C@@H]([C@H]2C([C@H]2C1)(C)C)C(=O)N[C@H](CO)C[C@H]1C(NCC1)=O